4-(4-(4-cyano-1H-pyrazol-1-yl)-1-((5-methoxy-7-methyl-1H-indol-4-yl)methyl)piperidin-2-yl)benzoic acid C(#N)C=1C=NN(C1)C1CC(N(CC1)CC1=C2C=CNC2=C(C=C1OC)C)C1=CC=C(C(=O)O)C=C1